Cl.Cl.N[C@H](C(=O)OC1=C(C=CC(=C1)[N+](=O)[O-])C1=CC(NC=2N1N=C(C2C2=CC=C(C=C2)Cl)CC2=CC=CC=C2)=O)CCCCN [2-[2-benzyl-3-(4-chlorophenyl)-5-oxo-4H-pyrazolo[1,5-a]pyrimidin-7-yl]-5-nitro-phenyl] (2S)-2,6-diaminohexanoate dihydrochloride